(R)-N-((R)-2-(difluoromethoxy)-1-(3-(trifluoromethoxy)phenyl)ethyl)-3-(1-fluorocyclopropyl)-3-hydroxybutyramide FC(OC[C@@H](C1=CC(=CC=C1)OC(F)(F)F)NC(C[C@@](C)(O)C1(CC1)F)=O)F